butylidenebis(3-methyl-6-tertiary butyl-phenol) C(CCC)(C1=C(C(=CC=C1C)C(C)(C)C)O)C1=C(C(=CC=C1C)C(C)(C)C)O